C(C)(C)C=1C=NN2C1N(C(N=C2)S(=O)(=O)C)CC2=CC(=CC=C2)[N+](=O)[O-] 8-isopropyl-2-(methylsulfonyl)-N-(3-nitrobenzyl)pyrazolo[1,5-a][1,3,5]triazine